C(CN1C(=NC2=C1C=CC(=C2)C(N)=O)C2=C(C(=O)O)C=CC(=C2)Br)N2C(=NC1=C2C=CC(=C1)C(N)=O)C1=C(C(=O)O)C=CC(=C1)Br 3-2,2'-(ethane-1,2-diylbis(5-carbamoyl-1H-benzo[d]imidazole-1,2-diyl))bis(4-bromobenzoic acid)